4-fluoro-2,3-dihydro-1H-indene-1-carbonitrile FC1=C2CCC(C2=CC=C1)C#N